2-(2-(3-(dimethylamino)phenoxy)ethoxy)-N-(3-methoxybenzyl)-N-(3-(pyrrolidin-1-yl)benzyl)pyridin-4-amine CN(C=1C=C(OCCOC2=NC=CC(=C2)N(CC2=CC(=CC=C2)N2CCCC2)CC2=CC(=CC=C2)OC)C=CC1)C